FC1C2=CC(C=CC2(C2(C(CC3(C(CCC3C2C1)(C(=O)SCF)OC(C[C@@H](C)O)=O)C)O)F)C)=O 6,9-difluoro-17-(((fluoromethyl)thio)carbonyl)-11-hydroxy-10,13-dimethyl-3-oxo-6,7,8,9,10,11,12,13,14,15,16,17-dodecahydro-3H-cyclopenta[a]phenanthrene-17-yl-(R)-3-hydroxybutyrate